(R)-5-chloro-7-methyl-N-(1,1,1-trifluoropropan-2-yl)pyrazolo[1,5-a]Pyrimidine-3-carboxamide ClC1=NC=2N(C(=C1)C)N=CC2C(=O)N[C@@H](C(F)(F)F)C